benzyl 4-(1-(tert-butoxy)-1-oxopropan-2-yl)-4-hydroxypiperidine-1-carboxylate C(C)(C)(C)OC(C(C)C1(CCN(CC1)C(=O)OCC1=CC=CC=C1)O)=O